C(#N)/C(/C(=O)NCCOCCOCCO)=C\C1=CC2=CC=C(C=C2C=C1)N1CCCC1 (E)-2-cyano-N-(2-(2-(2-hydroxyethoxy)ethoxy)ethyl)-3-(6-(pyrrolidin-1-yl)naphthalen-2-yl)acrylamide